C(C)(=O)N1C[C@@H]([C@H](C1)O)NC(=O)[C@@H]1CC[C@H]2N1C([C@H](CCCC2)NC(=O)C2=CC1=C(S2)C=CC(=C1)C(F)(F)P(O)(O)=O)=O ((2-(((3S,6S,10aS)-3-(((3S,4S)-1-acetyl-4-hydroxypyrrolidin-3-yl)carbamoyl)-5-oxodecahydro-pyrrolo[1,2-a]azocin-6-yl)carbamoyl)benzo[b]thiophen-5-yl)difluoromethyl)phosphonic acid